C(C)C=1C(=CC(=C(C1)O)F)C1=CC=C2C=NNC2=C1 5-ethyl-2-fluoro-4-(1H-indazol-6-yl)phenol